FC(OCC=1[C@@H]([C@@H]([C@H]([C@@H](C1)NCC1=C(C=CC=C1C)C)O)O)O)F (1S,2S,3S,6R)-4-((difluoromethoxy)methyl)-6-((2,6-dimethylbenzyl)amino)cyclohex-4-ene-1,2,3-triol